N-((1s,4s)-4-((5-(imidazo[1,2-b]pyridazin-6-yl)-4-(methylamino)-7H-pyrrolo[2,3-d]pyrimidin-2-yl)amino)cyclohexyl)acetamide N=1C=CN2N=C(C=CC21)C2=CNC=1N=C(N=C(C12)NC)NC1CCC(CC1)NC(C)=O